O[C@H]1[C@@H](CCCC1)NC=1C2=C(C(=NN1)C1=C(C=C(C=C1)C(F)(F)F)O)CCC2 2-(4-(((1R,2R)-2-hydroxycyclohexyl)amino)-6,7-dihydro-5H-cyclopenta[d]pyridazin-1-yl)-5-(trifluoromethyl)phenol